3-(1,3-dimethyl-2,4-dioxo-2,3,4,5-tetrahydro-1H-pyrrolo[3,2-d]pyrimidin-6-ylthio)-N-(vinylsulfonyl)propanamide CN1C(N(C(C2=C1C=C(N2)SCCC(=O)NS(=O)(=O)C=C)=O)C)=O